C(C)(=O)ON=C(C1=C(C=C(C=C1)OC(COC)C)C)C=1C=CC=2N(C3=CC=C(C=C3C2C1)[N+](=O)[O-])CC (9-ethyl-6-nitro-9H-carbazole-3-yl)[4-(2-methoxy-1-methylethoxy)-2-methylphenyl]methanone O-acetyloxime